acroyloxyethyl-2-hydroxyethylphthalate C(=O)(C=C)OCCC=1C(=C(C(C(=O)[O-])=CC1)C(=O)[O-])CCO